methyl 2-(5-(((1s,3s)-3-((6-bromo-2-imino-2,3-dihydro-1H-benzo[d]imidazol-1-yl) methyl) cyclobutyl) methoxy)-1-methyl-1H-pyrazol-4-yl)-6-methylisonicotinate BrC=1C=CC2=C(N(C(N2)=N)CC2CC(C2)COC2=C(C=NN2C)C=2C=C(C(=O)OC)C=C(N2)C)C1